N-(2-methoxyethyl)-4-{2-[(1-phenyl-1H-pyrazolo[4,3-c]pyridin-6-yl)amino]-6-(pyrrolidin-1-yl)pyrimidin-4-yl}piperazine-1-carboxamide COCCNC(=O)N1CCN(CC1)C1=NC(=NC(=C1)N1CCCC1)NC1=CC2=C(C=N1)C=NN2C2=CC=CC=C2